BrC=1C=NC=C(C1NC(C(C)(C)C)=O)OC N-(3-bromo-5-methoxypyridin-4-yl)pivalamide